3-(pyridin-2-yl)propanamide N1=C(C=CC=C1)CCC(=O)N